C(C1=CC=CC=C1)OC1=C(N(C(=CC1=O)C)CCCC)CN1C(C2=CC=CC=C2C1=O)=O 2-((3-(benzyloxy)-1-butyl-6-methyl-4-oxo-1,4-dihydropyridin-2-yl)methyl)isoindole-1,3-dione